Cl.O=C1N(CC2=CC(=CC=C12)N1CCC(CC1)CN1CCNCC1)C1C(NC(CC1)=O)=O 3-[1-oxo-5-[4-(piperazin-1-ylmethyl)-1-piperidyl]isoindolin-2-yl]piperidine-2,6-dione hydrochloride